2-(CYCLOBUTYLMETHOXY)-ACETIC ACID C1(CCC1)COCC(=O)O